C(=O)C1(CC1)C1=NC(=NO1)C(=O)OCC ethyl 5-(1-formylcyclopropyl)-1,2,4-oxadiazole-3-carboxylate